COC=1C=C2C(=NC=NC2=CC1OC)NC1CCC(CC1)=O 4-((6,7-dimethoxyquinazolin-4-yl)amino)cyclohexanone